COC1=C(C=CC(=C1)C1=NN(C2=C1C=NC=1C=CC=CC21)C2=CC=CC=C2)O 2-methoxy-4-(1-phenyl-1H-pyrazolo[4,3-c]quinolin-3-yl)phenol